(1S,4S)-4-(2-(tert-butylamino)-8-((4-(trifluoromethyl)phenyl)amino)-9H-purin-9-yl)cyclohexane-1-carbonitrile C(C)(C)(C)NC1=NC=C2N=C(N(C2=N1)C1CCC(CC1)C#N)NC1=CC=C(C=C1)C(F)(F)F